butyl 2-(2-bromo-6-chloropyridin-4-yl)-3-methylpiperazine-1,4-dicarboxylate BrC1=NC(=CC(=C1)C1N(CCN(C1C)C(=O)[O-])C(=O)OCCCC)Cl